2-(3-(2-(2-Benzyloxyphenyl)pyridin-6-yl)phenyl)-4,6-diphenyl-1,3,5-triazine C(C1=CC=CC=C1)OC1=C(C=CC=C1)C1=NC(=CC=C1)C=1C=C(C=CC1)C1=NC(=NC(=N1)C1=CC=CC=C1)C1=CC=CC=C1